C(C1=CC=CC=C1)O[C@@H]1C[C@H](C1)OC=1C=CC(=C2C=C(N=CC12)Cl)Br 8-(trans-3-(benzyloxy)cyclobutoxy)-5-bromo-3-chloroisoquinoline